Nε-(tert-butoxycarbonyl)-D-lysine C(C)(C)(C)OC(=O)NCCCC[C@@H](N)C(=O)O